(2-ethyl)hexyl ether CCOCCCCCC